FC=1C=C2C(=CN(C2=CC1C=O)C)C(=O)NC1=CNC2=CC=C(C=C12)F 5-fluoro-N-(5-fluoro-1H-indol-3-yl)-6-formyl-1-methyl-indole-3-carboxamide